C1(=CC=CC=C1)N1C=CC2=CC(=CC=C12)NC(CCC)=O N-(1-phenylindol-5-yl)butanamide